2-(3-acetyl-5-(pyrimidin-5-ylamino)-1H-indol-1-yl)-N-(2-((3-chloro-2-fluorobenzyl)amino)-2-oxoethyl)-N-isopropylacetamide C(C)(=O)C1=CN(C2=CC=C(C=C12)NC=1C=NC=NC1)CC(=O)N(C(C)C)CC(=O)NCC1=C(C(=CC=C1)Cl)F